C(C1=CC=CC=C1)(=O)C1=CC=C(C=C1)CC(C(=O)C1=CC=CC=C1)(C)N(C)C 3-(4-benzoylphenyl)-2-dimethylamino-2-methyl-1-phenylpropan-1-one